[Co+2].C(C)(C)C1=NC=CC=C1 isopropyl-pyridine cobalt(II)